[N+](=O)([O-])C=1C=C(C=CC1NCC1CN(CC1)C1CCOCC1)S(=O)(=O)C=1C(=C(C(=O)N)C=CC1)N1N=CC2=NC3=C(C=C21)C=CN3 (3-nitro-4-(((1-(tetrahydro-2H-pyran-4-yl)pyrrolidin-3-yl)methyl)amino)phenyl)sulfonyl-2-(pyrazolo[4,3-b]pyrrolo[3,2-e]pyridin-1(5H)-yl)benzamide